BrC(C(=O)O)C(C)CCC.NC1=NC=2C=CC(=CC2C2=C1COC2)C(=O)N2[C@H](COCC2)C2=NC=C(C=C2F)Br (4-amino-1,3-dihydrofuro[3,4-c]quinolin-8-yl)((3S)-3-(5-bromo-3-fluoro-2-pyridinyl)-4-morpholinyl)methanone bromo-3-propyl-butyrate